Tricyclo[5.2.1.02,6]decan-dimethanol C12(C3(CCCC3C(CC1)C2)CO)CO